N=1SN=C2C1C=CC=C2 Benzo[c]1,2,5-thiadiazole